B(O)(O)O.[Pb] lead boric acid